C1(CC1)N1N=CC(=C1)C=1C=C2C(=CC=NC2=CC1)C(=O)NC1=NC(=CC=C1)C1=NN=CN1C1CC1 6-(1-Cyclopropyl-1H-pyrazol-4-yl)-N-(6-(4-cyclopropyl-4H-1,2,4-triazol-3-yl)pyridin-2-yl)quinoline-4-carboxamide